C(C)OC(CC1=CC(=CC(=C1)C#N)C#N)=O.C(#N)C=1C=C(C=C(C1)C#N)C(C(=O)OCC)C1CC(CC1)=O rac-Ethyl 2-(3,5-dicyanophenyl)-2-(3-oxocyclopentyl)acetate Ethyl-2-(3,5-dicyanophenyl)acetate